Cl.FC(C1=CC=C(C=C1)NN)(F)F (4-(trifluoromethyl)phenyl)hydrazine hydrochloride